BrC1=C2COCC2=C(C=C1)CCl 4-Bromo-7-(chloromethyl)-1,3-dihydroisobenzofuran